(R)-1-(pyridin-4-yl)pyrrolidin-3-ol N1=CC=C(C=C1)N1C[C@@H](CC1)O